C(C)C1=CC(=NC=N1)OCC1=C(N=NN1C)C1=CC=C(C(=N1)C)OC[C@@H]1[C@H](CC1)C(=O)O (1S,2S)-2-(((6-(5-(((6-ethylpyrimidin-4-yl)oxy)methyl)-1-methyl-1H-1,2,3-triazol-4-yl)-2-methylpyridin-3-yl)oxy)methyl)cyclobutane-1-carboxylic acid